tert-butyl (2-(4-(3-bromopropyl)benzamido)phenyl)carbamate BrCCCC1=CC=C(C(=O)NC2=C(C=CC=C2)NC(OC(C)(C)C)=O)C=C1